C1=CC=C(C(=C1)C(=O)NCC(=O)[O-])O The molecule is a monocarboxylic acid anion that is the conjugate base of salicyluric acid, obtained by deprotonation of the carboxy group; major species at pH 7.3. It is a conjugate base of a salicyluric acid.